7-((2s,5r)-4-(1-(2,2-dimethyl-2,3-dihydrobenzo[b][1,4]dioxin-6-yl)ethyl)-2,5-dimethylpiperazin-1-yl)-4-methyl-2,4-dihydro-5H-pyrazolo[4,3-b]pyridin-5-one CC1(COC2=C(O1)C=CC(=C2)C(C)N2C[C@@H](N(C[C@H]2C)C=2C=1C(N(C(C2)=O)C)=CNN1)C)C